2-thia-7-azaspiro[3.4]octane 2,2-dioxide C1S(CC12CCNC2)(=O)=O